(1S,2S)-2-fluoro-N-[3-(5-fluoro-2-methylphenyl)-1-methyl-2-oxo-1,6-naphthyridin-7-yl]cyclopropane-1-carboxamide F[C@@H]1[C@@H](C1)C(=O)NC1=NC=C2C=C(C(N(C2=C1)C)=O)C1=C(C=CC(=C1)F)C